1-{[1-(cyanoacetyl)piperidin-4-yl]methoxy}-7-(propan-2-yloxy)isoquinoline-6-carboxamide C(#N)CC(=O)N1CCC(CC1)COC1=NC=CC2=CC(=C(C=C12)OC(C)C)C(=O)N